C(C1=CC=CC=C1)C(C(N1CCCCC1)=O)NC(=O)[C@H]1N(C[C@@H](C1)O)C([C@H](C(C)(C)C)N1N=NC(=C1)C1CC1)=O (2S,4r)-N-[1-benzyl-2-oxo-2-(1-piperidinyl)ethyl]-1-[(2S)-2-(4-cyclopropyltriazol-1-yl)-3,3-dimethyl-butyryl]-4-hydroxy-pyrrolidine-2-carboxamide